1-(4-fluorobenzyl)-N5-((1S,2S)-2-(hydroxymethyl)cyclopropyl)-N3-methyl-2-oxo-1,2-dihydropyridine-3,5-dicarboxamide FC1=CC=C(CN2C(C(=CC(=C2)C(=O)N[C@@H]2[C@H](C2)CO)C(=O)NC)=O)C=C1